4-methyl-N-((2-(6-(3-(2-(methylamino)-2-oxoethyl)piperazin-1-yl)pyridin-2-yl)-1,6-naphthyridin-7-yl)methyl)-3-(methylsulfonyl)benzamide CC1=C(C=C(C(=O)NCC2=NC=C3C=CC(=NC3=C2)C2=NC(=CC=C2)N2CC(NCC2)CC(=O)NC)C=C1)S(=O)(=O)C